4-bromo-6-methoxypyrazolo[1,5-a]pyridine-3-carbaldehyde oxime BrC=1C=2N(C=C(C1)OC)N=CC2C=NO